C(#N)C1=NC(=NC(=C1)C)N1CCN(CC1)S(=O)(=O)C=1C=CC(=NC1)NC(=O)C=1C=C(CNC(OC(C)(C)C)=O)C=CC1N(S(=O)(=O)C)C tert-butyl (3-((5-((4-(4-cyano-6-methylpyrimidin-2-yl)piperazin-1-yl)sulfonyl)pyridin-2-yl)carbamoyl)-4-(N-methylmethylsulfonamido)benzyl)carbamate